OC1=C(C=C(C=C1)CNC(CCCCC=CC(C)C)=O)OC N-[(4-hydroxy-3-methoxyphenyl)methyl]-8-methylnon-6-enamide